The molecule is a C20-gibberellin that is gibberellin A12 in which the 4a-methyl group is oxidised to the corresponding carboxylic acid and a hydroxy substituent is present at the 2beta-position. It is a C20-gibberellin and a tricarboxylic acid. It derives from a gibberellin A12. C[C@]1([C@H](CC[C@@]2([C@@H]1[C@@H]([C@]34[C@H]2CC[C@H](C3)C(=C)C4)C(=O)O)C(=O)O)O)C(=O)O